ClC1=C(C(=O)O)C=CC(=C1)C1=CN=C(O1)NC1=CC(=CC(=C1)C)C 2-chloro-4-(2-((3,5-dimethylphenyl)amino)oxazol-5-yl)benzoic acid